4-((5-fluoro-4-(8-fluoroquinolin-6-yl)pyrimidin-2-yl)amino)-1-(methylsulfonyl)piperidin-3-ol FC=1C(=NC(=NC1)NC1C(CN(CC1)S(=O)(=O)C)O)C=1C=C2C=CC=NC2=C(C1)F